2-chloro-N-(4,5-dimethylisoxazol-3-yl)-N-(methoxymethyl)pyridine-3-sulfonamide tert-butyl-(S)-(6-chloro-3-isopropylimidazo[1,2-b]pyridazin-8-yl)(1-phenylethyl)carbamate C(C)(C)(C)OC(N([C@@H](C)C1=CC=CC=C1)C=1C=2N(N=C(C1)Cl)C(=CN2)C(C)C)=O.ClC2=NC=CC=C2S(=O)(=O)N(COC)C2=NOC(=C2C)C